BrC1=C(C(N(C=C1)C)=O)Cl 4-bromo-3-chloro-1-methylpyridin-2(1H)-one